FC1=C(C=CC(=C1)F)N1C=C(C(C2=CC(=C(C(=C12)F)N1C[C@@H](N(CC1)C(=O)OC(C)(C)C)CO)F)=O)C(=O)O (R)-1-(2,4-difluorophenyl)-6,8-difluoro-7-(4-t-butoxycarbonyl-3-hydroxymethyl-1-piperazinyl)-1,4-dihydro-4-oxoquinoline-3-carboxylic acid